NC1=NC2=C(C=3N1N=C(N3)C=3OC=CC3)SC(N2CCN2CCN(CC2)C2=C(C=C(C(=C2)OCCS(=O)C)F)F)=O (-)-5-amino-3-(2-(4-(2,4-difluoro-5-(2-(methyl-sulfinyl)ethoxy)phenyl)piperazin-1-yl)ethyl)-8-(furan-2-yl)thiazolo[5,4-e][1,2,4]triazolo[1,5-c]pyrimidin-2(3H)-one